6-(4-bromo-2-fluoro-6-methoxybenzyl)-6,7-dihydro-5H-pyrrolo[3,4-b]pyridin-5-one-7,7-d2 BrC1=CC(=C(CN2C(C3=NC=CC=C3C2=O)([2H])[2H])C(=C1)OC)F